(R)-N-(4-(3-(1-propenylpiperidin-3-yl)pyridin-4-yl)-2-methylbenzyl)-5-(tert-butyl)isoxazole-3-carboxamide C(=CC)N1C[C@H](CCC1)C=1C=NC=CC1C1=CC(=C(CNC(=O)C2=NOC(=C2)C(C)(C)C)C=C1)C